N-(2-bromophenyl)-6-(1-methyl-1H-pyrazol-4-yl)-2-(3-methyl-[1,2,4]triazolo[4,3-a]pyridin-6-yl)imidazo[1,2-a]pyrazin-3-amine BrC1=C(C=CC=C1)NC1=C(N=C2N1C=C(N=C2)C=2C=NN(C2)C)C=2C=CC=1N(C2)C(=NN1)C